Cl.N1N=C(C2=C1CNCC2)C(=O)N2CCC(CC2)C2=C(C=CC=C2)C(F)(F)F (4,5,6,7-tetrahydro-1H-pyrazolo[3,4-c]pyridin-3-yl)(4-(2-(trifluoromethyl)phenyl)piperidin-1-yl)methanone hydrochloride